[3-[[(3S)-tetrahydrofuran-3-yl]methoxy]phenyl]tetrahydropyran-4-carboxylic acid methyl ester COC(=O)C1CC(OCC1)C1=CC(=CC=C1)OC[C@@H]1COCC1